Cl.SCCCCCCCCCCCOCCOCCOCCOCCOCCOCCN 2-{2-[2-(2-{2-[2-(1-mercaptoundec-11-yloxy)-ethoxy]-ethoxy}-ethoxy)-ethoxy]-ethoxy}-ethylamine hydrochloride